[Na+].[Na+].C(CCCCCCC\C=C/C[C@H](O)CCCCCC)(=O)[O-].C(CCCCCCC\C=C/C[C@H](O)CCCCCC)(=O)[O-] ricinoleic acid disodium salt